3-[ethyl(phenylmethyl)amino]phenol C(C)N(C=1C=C(C=CC1)O)CC1=CC=CC=C1